1-((4,4-difluoro-1-methylcyclohexyl)methyl)-3-(1,1-difluoroethyl)-4-methyl-N-(2-(S-methylsulfonimidoyl)pyridin-4-yl)-1H-pyrazole-5-carboxamide FC1(CCC(CC1)(C)CN1N=C(C(=C1C(=O)NC1=CC(=NC=C1)S(=O)(=N)C)C)C(C)(F)F)F